BrC=1C2=C(N3C1C(N1[C@@H](C3)CCC1)=O)C=CC=N2 (6aR)-12-bromo-6a,7,8,9-tetrahydro-6H,11H-pyrido[2',3':4,5]pyrrolo[1,2-a]pyrrolo[1,2-d]pyrazin-11-one